(3-((3S,4S)-4-amino-3-methyl-2-oxo-8-azaspiro[4.5]decan-8-yl)-6-(3-chloro-2-(2-(hydroxymethyl)pyrrolidin-1-yl)pyridin-4-ylthio)-5-methylpyrazin-2-yl)methanol N[C@H]1[C@@H](C(CC12CCN(CC2)C=2C(=NC(=C(N2)C)SC2=C(C(=NC=C2)N2C(CCC2)CO)Cl)CO)=O)C